1,4-bismaleimidomethylbenzene C1(C=CC(N1CC1=CC=C(C=C1)CN1C(C=CC1=O)=O)=O)=O